ClC=1C=CC(=C(C1)C1=NN2C(CN(CC2)C(=O)OC(C)(C)C)=C1C1=C2C(=NC=C1)N(C=C2C)COCC[Si](C)(C)C)F tert-butyl 2-(5-chloro-2-fluorophenyl)-3-(3-methyl-1-{[2-(trimethylsilyl)ethoxy]methyl}-1H-pyrrolo[2,3-b]pyridin-4-yl)-6,7-dihydropyrazolo[1,5-a]pyrazine-5(4H)-carboxylate